dimethylpyrazolo[1,5-a]pyridin-6-ylamine CN(C=1C=CC=2N(C1)N=CC2)C